C[Si]([Si](OCC)(OCC)C)(OCC)OCC 1,2-dimethyl-1,1,2,2-tetraethoxydisilane